9-(3,3-difluoropyrrolidin-1-yl)-4-[[(2S)-1,4-dioxan-2-yl]methoxy]-1-methyl-6,7-dihydrobenzo[a]quinolizin-2-one FC1(CN(CC1)C1=CC2=C(C3=C(C(C=C(N3CC2)OC[C@H]2OCCOC2)=O)C)C=C1)F